ClC1=NC(=C2C(=N1)N(N=C2)C2=CC=CC=C2)N2CCOCC2 4-(6-chloro-1-phenyl-1H-pyrazolo[3,4-d]pyrimidin-4-yl)morpholine